O1C(CCCC1)OC1=C(C=CC(=C1)C(F)(F)F)C1=NNC(C2=CC=CC=C12)=O 4-(2-((tetrahydro-2H-pyran-2-yl)oxy)-4-(trifluoromethyl)phenyl)phthalazine-1(2H)-one